C1(=CC1)[C+]1CC1 cyclopropenyl-(cyclopropanylium)